C1(CC1)C=1C(=NC=C(N1)C(F)(F)F)S(=O)(=O)N1CC2(C1)CN(C2)C2CCOCC2 2-((3-cyclopropyl-5-(trifluoromethyl)pyrazin-2-yl)sulfonyl)-6-(tetrahydro-2H-pyran-4-yl)-2,6-diazaspiro[3.3]heptane